2-(3-chloro-2-pyridinyl)-5-ethyl-pyrazole-3-carboxylic acid ClC=1C(=NC=CC1)N1N=C(C=C1C(=O)O)CC